Ethyl 5-bromo-1-cyclopropyl-3-methyl-2-oxo-indoline-6-carboxylate BrC=1C=C2C(C(N(C2=CC1C(=O)OCC)C1CC1)=O)C